C(C)C=1C=NN2C1N=C(C=C2NCC=2C=CC(=NC2)OCCCN2CCN(CC2)C(=O)OC(C)(C)C)N2CCCCC2 tert-butyl 4-[3-[[5-[[[3-ethyl-5-(1-piperidyl)pyrazolo[1,5-a]pyrimidin-7-yl]amino]methyl]-2-pyridyl]oxy]propyl]piperazine-1-carboxylate